(R)-1-(2-chloro-4-ethyl-5-(4-fluoro-4-(4-fluorophenyl)piperidine-1-carbonyl)phenyl)-3-((tetrahydrofuran-2-yl)methyl)urea ClC1=C(C=C(C(=C1)CC)C(=O)N1CCC(CC1)(C1=CC=C(C=C1)F)F)NC(=O)NC[C@@H]1OCCC1